BrC1=CC(=C(C=C1F)CC(=O)OCC)CBr ethyl 2-[4-bromo-2-(bromomethyl)-5-fluoro-phenyl]acetate